(E)-2-methyl-2-(2-sulfamoyl-vinyl)azetidine-1-carboxylic acid tert-butyl ester C(C)(C)(C)OC(=O)N1C(CC1)(\C=C\S(N)(=O)=O)C